O.N[C@@H](CCCCN)C(=O)O.[N+](=O)([O-])C1=C2C=CC=NC2=C(C=C1)O 5-nitro-8-hydroxyquinoline L-lysine salt monohydrate